4-(3-(2,4-dioxotetrahydropyrimidine-1(2H)-yl)imidazo[1,2-a]pyridin-8-yl)piperazine-1-carboxylate O=C1N(CCC(N1)=O)C1=CN=C2N1C=CC=C2N2CCN(CC2)C(=O)[O-]